6-chloro-3-(((1R)-1-(2-cyano-3-(4-fluoro-2-(morpholine-4-carbonyl)pyrrolidin-1-yl)-7-methylquinoxalin-5-yl)ethyl)amino)picolinic acid ClC1=CC=C(C(=N1)C(=O)O)N[C@H](C)C1=C2N=C(C(=NC2=CC(=C1)C)C#N)N1C(CC(C1)F)C(=O)N1CCOCC1